CN1C(NC(C=2N(C(=NC12)Br)CC#CC)=O)=O 3-methyl-7-(2-butyn-1-yl)-8-bromoxanthine